C(C)(=O)N1C(CC2=CC(=C(C=C12)S(=O)(=O)N)F)C(F)F 1-acetyl-2-(difluoromethyl)-5-fluoroindoline-6-sulfonamide